[[2-(1-piperidyl)-4-pyridyl]methyl]methanamine N1(CCCCC1)C1=NC=CC(=C1)CCN